3-(4-((cyclopropylmethyl)sulfonyl)phenyl)propan-1-amine C1(CC1)CS(=O)(=O)C1=CC=C(C=C1)CCCN